[N+]1(=CC=CC=C1)CC(CS(=O)(=O)[O-])O 3-(pyridinium-1-yl)-(2-hydroxy-propane-1-sulfonate)